1,12-dodecanedione methyl-silicate CO[Si](O)(O)O.C(CCCCCCCCCCC=O)=O